3-(2-methoxypyridin-4-yl)bicyclo[4.2.0]octa-1(6),2,4-trien-2-yl trifluoromethanesulfonate FC(S(=O)(=O)OC=1C=2CCC2C=CC1C1=CC(=NC=C1)OC)(F)F